C(C1=CC=CC=C1)NC(=O)C1N(CCN(C1)C=1C=2C(N=CN1)=NN(C2)C2=CC=C(C=C2)C)C N-benzyl-1-methyl-4-(2-(p-tolyl)-2H-pyrazolo[3,4-d]pyrimidin-4-yl)piperazine-2-carboxamide